NC1=C2C(N(CN1C1=CC=C(C=C1)CC(=O)O)C(C([2H])([2H])[2H])C([2H])([2H])[2H])=CN=C2 2-(4-(4-amino-1-(propan-2-yl-1,1,1,3,3,3-d6)-1H-pyrrolo[3,4-d]pyrimidin-3-yl)phenyl)acetic acid